NC1=C(C(=NN1C1CCCC1)C(=O)NC=1C(=NC=C(C1)NC(CC1=CC=C(C=C1)C(F)(F)F)=O)F)C(=O)N 5-amino-1-cyclopentyl-N3-(2-fluoro-5-(2-(4-(trifluoromethyl)phenyl)acetamido)pyridin-3-yl)-1H-pyrazole-3,4-dicarboxamide